FC(C1=CC=C(C=CC2=NC3=CC=CC=C3C=C2)C=C1)(F)F 2-(4-(trifluoromethyl)styryl)quinoline